5-tert-Butyl 3-ethyl (6R)-6-methyl-1-[[2-(trifluoromethyl)phenyl]methyl]-1H,4H,5H,6H,7H-pyrazolo[4,3-c]pyridine-3,5-dicarboxylate C[C@@H]1CC2=C(CN1C(=O)OC(C)(C)C)C(=NN2CC2=C(C=CC=C2)C(F)(F)F)C(=O)OCC